NC1=CC(=C(C=N1)OC=1N=C(SC1C1=NC(=NC=C1)N[C@H]1CC(CN(C1)C(=O)OC(C)(C)C)(F)F)C)C tert-butyl (5S)-5-[[4-[4-[(6-amino-4-methyl-3-pyridyl)oxy]-2-methyl-thiazol-5-yl]pyrimidin-2-yl]amino]-3,3-difluoro-piperidine-1-carboxylate